1-(4-chlorophenyl)-3-(2-(4-ethylpiperazin-1-yl)-5-(4-(4-((6-(trifluoromethyl)pyridazin-3-yl)oxy)phenyl)piperidine-1-carbonyl)phenyl)urea ClC1=CC=C(C=C1)NC(=O)NC1=C(C=CC(=C1)C(=O)N1CCC(CC1)C1=CC=C(C=C1)OC=1N=NC(=CC1)C(F)(F)F)N1CCN(CC1)CC